O[C@H]1[C@H](CC[C@@H]([C@H]1O)NCC1=CC=CC=2N1N=CC2)NCC2=CC1=C(N(C(N1C)=O)C)C=C2F 5-((((1S,2S,3R,4S)-2,3-Dihydroxy-4-((pyrazolo[1,5-a]pyridin-7-ylmethyl)amino)cyclohexyl)amino)methyl)-6-fluoro-1,3-dimethyl-1,3-dihydro-2H-benzo[d]imidazol-2-one